COC(C(CC1CC(NC2=CC=CC=C12)=O)NC([C@H](CC(C)C)NC(=O)C=1NC2=CC=CC(=C2C1)OC)=O)=O methyl-2-[[(2S)-2-[(4-methoxy-1H-indole-2-carbonyl)amino]-4-methyl-pentanoyl]amino]-3-(2-oxo-3,4-dihydro-1H-quinolin-4-yl)propanoate